CN(C(CCCCCCC)=O)C N,N-dimethyloctanoamide